isoxazolo[4,5-b]Pyridine O1N=CC2=NC=CC=C21